4-methoxy-N-(5-(4-(pyridin-2-yl)piperazin-1-yl)pyridin-2-yl)benzamide COC1=CC=C(C(=O)NC2=NC=C(C=C2)N2CCN(CC2)C2=NC=CC=C2)C=C1